1-(piperidin-4-ylsulfonyl)-1H-pyrrole-3-carboxylic acid methyl ester COC(=O)C1=CN(C=C1)S(=O)(=O)C1CCNCC1